FC1=C(C=C(C=C1)NC(=O)C1CC1)CNC(CC(F)(F)F)=O N-[4-fluoro-3-[[(3,3,3-trifluoro-1-oxopropyl)amino]methyl]phenyl]cyclopropanecarboxamide